NC1=C2N=C(N(C2=NC(=N1)OCCO)CC=1C=CC(=C(CP(OC)(OC)=O)C1)OC)OC dimethyl (5-((6-amino-2-(2-hydroxyethoxy)-8-methoxy-9H-purin-9-yl)methyl)-2-methoxybenzyl)phosphonate